S(C)(=O)(=O)O.COC=1C=C(C=C(C1OC)OC)C=O (3,4,5-trimethoxyphenyl)methanone mesylate salt